8''-methyl-1'',5''-dioxo-1'',5''-dihydro-2''H-dispiro[cyclopropane-1,1'-cyclohexane-4',3''-imidazo[1,5-a]pyridin] CC1=C2N(C(C=C1)=O)C1(NC2=O)CCC2(CC1)CC2